(2E,3S)-3-hydroxy-5'-[(4-hydroxypiperidin-1-yl)sulfonyl]-3-methyl-1,3-dihydro-2,3'-biindol-2'(1'H)-one O[C@@]1(\C(\NC2=CC=CC=C12)=C\1/C(NC2=CC=C(C=C12)S(=O)(=O)N1CCC(CC1)O)=O)C